CC1(OC2=C(C1NC(O[C@@H]1CN3CCC1CC3)=O)C=CC(=C2)C2=CC(=CC=C2)OC(F)(F)F)C (S)-quinuclidin-3-yl (2,2-dimethyl-6-(3-(trifluoromethoxy)phenyl)-2,3-dihydrobenzofuran-3-yl)carbamate